C(C)(C)(C)OC(=O)N1CCN(CCC1)C1=C(C=NC2=CC(=C(C=C12)OC)OC)C(=O)OCC ethyl 4-(4-(tert-butoxycarbonyl)-1,4-diazepan-1-yl)-6,7-dimethoxyquinoline-3-carboxylate